C[C@]1(OC=C(C(C1)=O)C(=O)OCC)C(F)(F)F ethyl (R)-2-methyl-4-oxo-2-(trifluoromethyl)-3,4-dihydro-2H-pyran-5-carboxylate